(1R,2R)-1-(2-cyano-5-fluorophenyl)-1-(1,3-dimethyl-1H-pyrazol-5-yl)propan C(#N)C1=C(C=C(C=C1)F)[C@@H](CC)C1=CC(=NN1C)C